tert-Butyl 3-(7-bromo-5-sulfamoylbenzo[d]oxazol-2-yl)-3,6-diazabicyclo[3.1.1]heptane-6-carboxylate BrC1=CC(=CC=2N=C(OC21)N2CC1N(C(C2)C1)C(=O)OC(C)(C)C)S(N)(=O)=O